chloro-N-(4-methoxyphenyl)-6-phenyl-pyrimidin-4-amine ClC1=NC(=CC(=N1)NC1=CC=C(C=C1)OC)C1=CC=CC=C1